N-(2-benzyl-3-hydroxypropyl)-1-methyl-5-oxo-4,5-dihydro-1H-1,2,4-triazole-3-carboxamide C(C1=CC=CC=C1)C(CNC(=O)C1=NN(C(N1)=O)C)CO